FC1(OCCC2=C1N=C(N=C2N2C[C@H]1C([C@@H](C2)C1)CC(=O)O)N1[C@H](CC1)C)F 2-((1r,5S,6S)-3-(8,8-difluoro-2-((S)-2-methylazetidin-1-yl)-5,8-dihydro-6H-pyrano[3,4-d]pyrimidin-4-yl)-3-azabicyclo[3.1.1]hept-6-yl)acetic acid